(3-methyl-5-nitro-indol-1-yl)-2-[(1-methylpyrazol-4-yl)amino]pyrimidine-5-carbonitrile CC1=CN(C2=CC=C(C=C12)[N+](=O)[O-])C1=NC(=NC=C1C#N)NC=1C=NN(C1)C